2-((Benzyloxy)methyl)-7-methoxy-6-(4-methoxytetrahydro-2H-pyran-4-yl)-4-(2,2,2-trifluoroethoxy)quinazoline C(C1=CC=CC=C1)OCC1=NC2=CC(=C(C=C2C(=N1)OCC(F)(F)F)C1(CCOCC1)OC)OC